FC1=C(C=C(C(=C1)F)F)C=1C(=C2N(N1)CCC2)C=2C=CC=1N(C2)N=CN1 6-(2-(2,4,5-Trifluorophenyl)-5,6-dihydro-4H-pyrrolo[1,2-b]pyrazol-3-yl)-[1,2,4]triazolo[1,5-a]pyridine